N1C=CC2=CC=C(C=C12)NC([C@H](CC(C)C)N1C(C2=CC=CC=C2C1)=O)=O (S)-N-(1H-indol-6-yl)-4-methyl-2-(1-oxo-isoindol-2-yl)valeramide